azo acrylate C=CC(=O)OOC(=O)C1=CN=N1